5-(2-(1H-1,2,3-triazol-1-yl)ethyl)-2-((1R,6R)-3-methyl-6-(prop-1-en-2-yl)cyclohex-2-enyl)benzene-1,3-diol N1(N=NC=C1)CCC=1C=C(C(=C(C1)O)[C@@H]1C=C(CC[C@H]1C(=C)C)C)O